P(=O)(O[C@H](CCC)[C@H]1O[C@H](C[C@@H]1O)N1C(NC(C(=C1)F)=O)=O)(O)O (R)-1-((2S,3S,5R)-5-(5-fluoro-2,4-dioxo-3,4-dihydropyrimidin-1(2H)-yl)-3-hydroxytetrahydrofuran-2-yl)butyl dihydrogen phosphate